BrC=1C=C(C=C2C(=C(C=NC12)C#N)NCC(C)(C)C)N[C@@H](C1=C2C(NCC2=CC=C1)=O)C=1N=NN(C1)C1CC1 (S)-8-bromo-6-(((1-cyclopropyl-1H-1,2,3-triazol-4-yl)(3-oxoisoindolin-4-yl)methyl)amino)-4-(neopentylamino)quinoline-3-carbonitrile